4-phenethyl-1H-pyrrole-2-carboxylic acid 5-(((3,4-dichlorophenyl) thio) methyl)-2-oxo-1,2-dihydropyridin-3-yl ester ClC=1C=C(C=CC1Cl)SCC=1C=C(C(NC1)=O)OC(=O)C=1NC=C(C1)CCC1=CC=CC=C1